OCCOC1=C(C2=CC=C(C=C2C=C1)C1=CC=CC2=CC=CC=C12)C1=C(C=CC2=CC(=CC=C12)C1=CC=CC2=CC=CC=C12)OCCO 2,2'-bis(2-hydroxyethoxy)-6,6'-di(naphthalen-1-yl)-1,1'-binaphthalene